NC1=C(C(=NN1C(CO)C)C1=CC=C(C=C1)CNC(C1=C(C=CC=C1)OC)=O)C#N N-[[4-[5-amino-4-cyano-1-(2-hydroxy-1-methyl-ethyl)pyrazol-3-yl]phenyl]methyl]-2-methoxy-benzamide